N[C@@H](CC(=O)O)C(=O)O.C1(CCC(N1)=O)=O succinimid e-aspartate